N1=C(C=CC2=CC=CC=C12)N(C1CCC(CC1)=O)C1=NC2=CC=CC=C2C=C1 4-(di-quinolinylamino)cyclohexanone